N[C@H]1CN(CCC1)C(=O)C1=NN(C(=C1)C1=CC=C(C#N)C=C1)C1=CC=C(C=C1)C(C)C (R)-4-(3-(3-aminopiperidine-1-carbonyl)-1-(4-isopropylphenyl)-1H-pyrazole-5-yl)benzonitrile